FC1=CC=C(C=C1)C=1C=C2C(=NC=NC2=C(C1)OC1CCNCC1)NCC=1N=NC(=CC1)C 6-(4-fluorophenyl)-N-[(6-methylpyridazin-3-yl)methyl]-8-(4-piperidyloxy)quinazolin-4-amine